CCC(C)(CCC=C(C)C)O DihydroLinalool